CC(C)OC(=O)NC1=CC(=CC=C1)Cl The molecule is a carbamate ester that is the isopropyl ester of 3-chlorophenylcarbamic acid. It has a role as a herbicide and a plant growth retardant. It is a carbamate ester, a member of benzenes and a member of monochlorobenzenes.